pentanolate C(CCCC)[O-]